C(C)C1(NC(N(C(C1)=O)[C@@H]1CCOC2=CC=C(C=C12)C(=O)NC1CC(OC2=CC=CC=C12)=O)=N)CC (4R)-4-(4,4-diethyl-2-imino-6-oxotetrahydropyrimidin-1(2H)-yl)-N-(2-oxochroman-4-yl)chromane-6-carboxamide